C1(CC1)C=1C=CC(=NC1F)[C@@H](NC(=O)[C@H]1N(C[C@@H](C1)F)C(CC=1C(N(C=C(C1)C)CC)=O)=O)C1=CC=CC=C1 (2S,4R)-N-[(S)-(5-cyclopropyl-6-fluoropyridin-2-yl)(phenyl)methyl]-1-[2-(1-ethyl-5-methyl-2-oxo-1,2-dihydropyridin-3-yl)acetyl]-4-fluoropyrrolidine-2-carboxamide